C(C)(=O)O[C@H]1[C@H](OC2=CN(C3=CC(=C(C(=C23)Br)O)Br)C(C)=O)O[C@@H]([C@H]([C@@H]1OC(C)=O)OC(C)=O)COC(C)=O 1-acetyl-4,6-dibromo-5-hydroxy-1H-indol-3-yl 2,3,4,6-tetra-O-acetyl-β-D-glucopyranoside